3-bromo-5-(3-fluorophenoxy)-1-(prop-2-yl)-1H-1,2,4-triazole BrC1=NN(C(=N1)OC1=CC(=CC=C1)F)C(C)C